C(C=CCCCCC)(=O)[O-].[Sn+4].C(C=CCCCCC)(=O)[O-].C(C=CCCCCC)(=O)[O-].C(C=CCCCCC)(=O)[O-] tin octenoate